6-methoxy-5-(6-methyl-2,6-diazabicyclo[3.2.0]hept-2-yl)quinazolin-4-amine COC=1C(=C2C(=NC=NC2=CC1)N)N1C2CN(C2CC1)C